(E)-1-(3-bromophenyl)-3-(2-hydroxyphenyl)prop-2-en-1-one BrC=1C=C(C=CC1)C(\C=C\C1=C(C=CC=C1)O)=O